tert-butyl (3-(difluoromethyl)-1-(hydroxymethyl)cyclobutyl)carbamate FC(C1CC(C1)(CO)NC(OC(C)(C)C)=O)F